CC=1C=C(C=CC1NC1=NNC(=C1)C1=CC=C(C=C1)N1CCOCC1)NC(C)=O N-(3-methyl-4-((5-(4-morpholinophenyl)-1H-pyrazol-3-yl)amino)phenyl)acetamid